2-(4-(tert-butyl)phenyl)pyridine C(C)(C)(C)C1=CC=C(C=C1)C1=NC=CC=C1